3-methyl-5-(N-(2-(thiophen-2-yl)ethyl)sulfamoyl)benzofuran-2-carboxylic acid CC1=C(OC2=C1C=C(C=C2)S(NCCC=2SC=CC2)(=O)=O)C(=O)O